C(N)(=O)C=1C(=NC(=CN1)N1C[C@@H](CCC1)N1C(N(CC1)C)=O)NC=1C=CC(=NC1)N1CCC2(CCN(CC2)C(=O)OC(C)(C)C)CC1 tert-butyl (R)-9-(5-((3-carbamoyl-6-(3-(3-methyl-2-oxoimidazolidin-1-yl) piperidin-1-yl) pyrazin-2-yl) amino) pyridin-2-yl)-3,9-diazaspiro[5.5]undecane-3-carboxylate